FC(OC1=C(C=C(C=C1)S(=O)(=O)C[C@@H](C)O)C1=NN(C=C1NC(=O)C=1C=NN2C1N=CC=C2)C)F |r| N-[3-[2-(difluoromethoxy)-5-[rac-(2R)-2-hydroxypropyl]sulfonyl-phenyl]-1-methyl-pyrazol-4-yl]pyrazolo[1,5-a]pyrimidine-3-carboxamide